CC1=C2C=C(NC2=CC(=C1)C)C(=O)N1CCN(CC1)C1=NC2=CC=CC=C2C(N1)=O 2-[4-(4,6-Dimethyl-1H-indole-2-carbonyl)piperazin-1-yl]-3H-quinazolin-4-one